(cyanomethyl)-4-(5-methyl-2-((1-(1-methyl-2-oxopiperidin-4-yl)-1H-pyrazol-4-yl)amino)pyrimidin-4-yl)benzamide C(#N)CC1=C(C(=O)N)C=CC(=C1)C1=NC(=NC=C1C)NC=1C=NN(C1)C1CC(N(CC1)C)=O